D-α-methylglutamine C[C@](N)(CCC(N)=O)C(=O)O